C(C)(C)C1=NN=C2N1C[C@H](CC2)N2N=C1N=C(C=CC1=C2)C2=C(C=C(C=C2C)C(F)(F)F)O (s)-2-(2-(3-isopropyl-5,6,7,8-tetrahydro-[1,2,4]triazolo[4,3-a]pyridin-6-yl)-2H-pyrazolo[3,4-b]pyridin-6-yl)-3-methyl-5-(trifluoromethyl)phenol